2-(2-fluoro-5-(((5-methyl-7-(3,3,4,4-tetrafluoropyrrolidin-1-yl)-5H-pyrrolo[3,2-d]pyrimidin-2-yl)thio)methyl)phenyl)acetic acid FC1=C(C=C(C=C1)CSC=1N=CC2=C(N1)C(=CN2C)N2CC(C(C2)(F)F)(F)F)CC(=O)O